C(#N)C1=C(C(=CC(=C1O)O)C#N)C1=CC(=CC=C1)C(=O)OC(C)(C)C tert-Butyl 2',6'-dicyano-3',4'-dihydroxybiphenyl-3-carboxylate